2,4-IMIDAZOLIDINEDIONE N1C(NC(C1)=O)=O